CS(=O)(=O)CC/C(/C(=O)OC)=C\C(=O)[O-] methyl (2-(methylsulfonyl)ethyl)fumarate